Cl.N[C@@H]1C(N[C@H](C1)CF)=O (3S,5R)-3-amino-5-(fluoromethyl)pyrrolidin-2-one hydrochloride salt